NCCOCCOCCOCCOCCOCCNC1=CC(=C(C(=O)NC=2SC(=CN2)C(F)(F)F)C=C1)C 4-((17-amino-3,6,9,12,15-pentaoxaheptadecyl)amino)-2-methyl-N-(5-(trifluoromethyl)thiazol-2-yl)benzamide